ClC1=C(N(C2=CC=C(C=C2)C)C=2C=C(C=CC2)C)C=CC=C1Cl 2,3-dichloro-N-(m-tolyl)-N-(p-tolyl)aniline